2-(4-((4-(1H-imidazol-1-yl)phenyl)(5-(3,5-dimethylisoxazol-4-yl)-2-methylphenyl)amino)butoxy)acetic acid N1(C=NC=C1)C1=CC=C(C=C1)N(CCCCOCC(=O)O)C1=C(C=CC(=C1)C=1C(=NOC1C)C)C